ethyl-3-(chloromethyl)-1-cyclopropyl-1H-pyrazole C(C)C=1C(=NN(C1)C1CC1)CCl